16-bromo-9,13-diphenyl-1,9,11,13-tetraazapentacyclo[10.7.0.02,10.03,8.014,19]nonadeca-2(10),3(8),4,6,11,14,16,18-octaene BrC=1C=C2N(C3=NC=4N(C=5C=CC=CC5C4N3C2=CC1)C1=CC=CC=C1)C1=CC=CC=C1